4-(6-methoxypyrimidin-4-yl)-9-methyl-3,4,7,15-tetraazatricyclo[12.3.1.02,6]Octadeca-1(18),2,5,14,16-pentaen-8-one COC1=CC(=NC=N1)N1N=C2C=3C=CN=C(CCCCC(C(NC2=C1)=O)C)C3